(E)-3-(o-methoxyphenyl)acrylic acid COC1=C(C=CC=C1)/C=C/C(=O)O